BrC1=NC2=NC=CN=C2C=N1 bromo-pteridine